3,3-bis(1H-1,2,4-triazol-1-yl)acrolein N1(N=CN=C1)C(=CC=O)N1N=CN=C1